ClC=1C(N(C(=CC1OC([2H])([2H])C1=NC=C(C=C1Cl)F)C)C1=CC(=NC=C1C)N1C(C(=NC=C1)C(C)(C)O)=O)=O 3-chloro-4-((3-chloro-5-fluoropyridin-2-yl)methoxy-d2)-2'-(3-(2-hydroxypropan-2-yl)-2-oxopyrazin-1(2H)-yl)-5',6-dimethyl-2H-[1,4'-bipyridin]-2-one